6-(2-methylphenylethoxy)-1H-indole CC1=C(C=CC=C1)CCOC1=CC=C2C=CNC2=C1